{3-[(cyclopropylmethoxy)methyl][1,4'-bipiperidine]-1'-yl}-N-[(3,5-difluoropyridin-2-yl)methyl]-1,3-thiazole-5-carboxamide C1(CC1)COCC1CN(CCC1)C1CCN(CC1)C=1SC(=CN1)C(=O)NCC1=NC=C(C=C1F)F